[Pb+2].C[NH2+]C dimethyl-ammonium lead